2-[3-(3-chloro-5-fluorophenyl)ureido]-4-methoxy-N-(2-amino-ethyl)benzamide ClC=1C=C(C=C(C1)F)NC(NC1=C(C(=O)NCCN)C=CC(=C1)OC)=O